[Li+].C(C)NC(=O)C=1C(=NC=CC1)C(=O)[O-] (ethylcarbamoyl)pyridinecarboxylic acid lithium salt